2-fluoro-N-{1-[(2R)-2-hydroxypropyl]-3-(2-isopropylphenyl)-6-oxo-1,6-dihydro-4-pyridazinyl}-5-(trifluoromethyl)benzamide FC1=C(C(=O)NC=2C(=NN(C(C2)=O)C[C@@H](C)O)C2=C(C=CC=C2)C(C)C)C=C(C=C1)C(F)(F)F